(E)-N-(4-(3-(4-Hydroxy-3-methylphenyl)acryloyl)-3-methylphenyl)acetamide OC1=C(C=C(C=C1)/C=C/C(=O)C1=C(C=C(C=C1)NC(C)=O)C)C